4-benzyl 1-methyl N6-((benzyloxy)carbonyl)-N2-(tert-butoxycarbonyl)-L-lysyl-L-leucyl-L-aspartate C(C1=CC=CC=C1)OC(=O)NCCCC[C@H](NC(=O)OC(C)(C)C)C(=O)N[C@@H](CC(C)C)C(=O)N[C@@H](CC(=O)OCC1=CC=CC=C1)C(=O)OC